ClC=1C=C(C=C(C1)OCC1=C(C=CC=C1)F)C=1C(N(C=C(C1)C=1C(=NC(=NC1)OC)OC)C=1C=NC=CC1)=O 3-(3-Chloro-5-((2-fluorobenzyl)oxy)phenyl)-5-(2,4-dimethoxypyrimidin-5-yl)-2H-[1,3'-bipyridin]-2-one